4-((2-methoxy-3-(methylcarbamoyl)phenyl)amino)-N-methylnicotinamide COC1=C(C=CC=C1C(NC)=O)NC1=CC=NC=C1C(=O)NC